3,4,5-collidine N1=CC(=C(C(=C1)C)C)C